C(C)N(C(O)=O)C1=C(C2=C(OCCO2)C=C1)F.CC1=C(C(=CC=C1)C)SC=C(C1=CC=CC=C1)NC(C(=C)C)=O N-(2-((2,6-dimethylphenyl)thio)-1-phenylvinyl)methacrylamide Ethyl-(5-fluoro-2,3-dihydro-1,4-benzodioxin-6-yl)carbamate